O1C(OCC1)C[C@@H]1CC[C@H](CC1)N trans-4-((1,3-dioxolan-2-yl)methyl)cyclohexan-1-amine